O[C@@H]1[C@@H](CN(CC1)C(=O)OC(C)(C)C)OC tert-butyl (3R,4S)-4-hydroxy-3-methoxypiperidine-1-carboxylate